triethyl-indium C(C)[In](CC)CC